C(C)N(S(=O)(=O)C1=CC=C(C=C1)S(=O)(=O)NC1=C(C=CC=C1)N1CCN(CC1)C)CC N1,N1-diethyl-N4-(2-(4-methylpiperazin-1-yl)phenyl)benzene-1,4-disulfonamide